Cl.FC=1C(=CC=C2C3=C(N(C12)CCN1CCOCC1)C(=NC=C3)C(F)(F)F)OC 4-(2-(8-Fluoro-7-methoxy-1-(trifluoromethyl)-9H-pyrido[3,4-b]indol-9-yl)ethyl)morpholine Hydrochloride Salt